C(C)(C)(C)OC(=O)N1C2(CC(C1)C2)CN 1-(aminomethyl)-2-azabicyclo[2.1.1]hexane-2-carboxylic acid tert-butyl ester